2-(2-Amino-1-methyl-ethyl)-5-[1-(2-fluoro-6-methyl-phenyl)-piperidin-4-yl]-7-(2-trifluoromethyl-benzyl)-2,4,5,7-tetrahydro-pyrazolo[3,4-d]pyrimidin-6-one NCC(C)N1N=C2N(C(N(CC2=C1)C1CCN(CC1)C1=C(C=CC=C1C)F)=O)CC1=C(C=CC=C1)C(F)(F)F